FC1(CCN(CC1)C1=CC=NC=C1C#N)F 4-(4,4-difluoropiperidin-1-yl)nicotinonitrile